diethoxy(methyl)silyl-methylcarbamate C(C)O[Si](C)(OCC)OC(NC)=O